BrC1=CC(=C(C(=C1)NC(C)C)NC(=O)C1OCC1)F N-{4-bromo-2-fluoro-6-[(propan-2-yl)amino]phenyl}oxetan-2-carboxamide